4-(aminomethyl)-6-(1H-pyrrolo[2,3-b]-pyridin-5-yl)phthalazin-1(2H)-one NCC1=NNC(C2=CC=C(C=C12)C=1C=C2C(=NC1)NC=C2)=O